dihydro-5'h-spiro[cyclopropane-1,4'-pyrazolo[1,5-a]pyrazin] N1CC=C2N1C=CNC21CC1